6-[(5-chloro-2-fluoro-pyrimidin-4-yl)amino]-4-[(1-methyl-1-pyrimidin-2-yl-ethyl)amino]-1-(trideuteriomethyl)quinazolin-2-one ClC=1C(=NC(=NC1)F)NC=1C=C2C(=NC(N(C2=CC1)C([2H])([2H])[2H])=O)NC(C)(C1=NC=CC=N1)C